C(CC)C1N(CCCC1)C(COC1=CC2=CC(=CC=C2C=C1)B1OC(C(O1)(C)C)(C)C)=O 1-(2-propylpiperidin-1-yl)-2-((7-(4,4,5,5-tetramethyl-1,3,2-dioxaborolan-2-yl)naphthalen-2-yl)oxy)ethan-1-one